3-(7-(((3R,4S)-3-fluoro-1-methylpiperidin-4-yl)amino)-3-(thiazol-4-yl)benzofuran-2-yl)prop-2-yn F[C@@H]1CN(CC[C@@H]1NC1=CC=CC=2C(=C(OC21)C#CC)C=2N=CSC2)C